(E)-4-((2-(6-(4-methoxyphenyl)pyrazine-2-carbonyl)hydrazono)methyl)picolinamide COC1=CC=C(C=C1)C1=CN=CC(=N1)C(=O)N\N=C\C1=CC(=NC=C1)C(=O)N